5-(2-methylmorpholino)benzo[d]oxazol CC1OCCN(C1)C=1C=CC2=C(N=CO2)C1